FC1(C(CN(CC1)C1=NC(=CC(=N1)NC(C1=CC=CC=C1)C1=CC=CC=C1)OC)C=C)F N-(2-(4,4-difluoro-3-vinylpiperidin-1-yl)-6-methoxypyrimidin-4-yl)-1,1-diphenylmethanamine